2-propyl-4-(4-(4,4,5,5-tetramethyl-1,3,2-dioxaborolan-2-yl)phenyl)oxazole C(CC)C=1OC=C(N1)C1=CC=C(C=C1)B1OC(C(O1)(C)C)(C)C